1-(2-(Methyl(4-(5-(trifluoromethyl)-1,2,4-oxadiazol-3-yl)benzyl)amino)-3,4-dioxocyclobut-1-en-1-yl)azetidin-3-carbonitril CN(C1=C(C(C1=O)=O)N1CC(C1)C#N)CC1=CC=C(C=C1)C1=NOC(=N1)C(F)(F)F